6-(2-hydroxy-2-(m-tolyl)acetyl)-2-(1-phenylcyclopropyl)-5,6,7,8-tetrahydropyrido[4,3-d]pyrimidin-4(3H)-one OC(C(=O)N1CC2=C(N=C(NC2=O)C2(CC2)C2=CC=CC=C2)CC1)C=1C=C(C=CC1)C